bis(3-chlorophenyl) [({[(2R,3S,4R,5R)-5-{2-chloro-6-[cyclopentyl(methyl)-amino]-9H-purin-9-yl}-3,4-dihydroxyoxolan-2-yl]methoxy} (3-chlorophenoxy)phosphoryl)-methyl]phosphonate ClC1=NC(=C2N=CN(C2=N1)[C@H]1[C@@H]([C@@H]([C@H](O1)COP(=O)(OC1=CC(=CC=C1)Cl)CP(OC1=CC(=CC=C1)Cl)(OC1=CC(=CC=C1)Cl)=O)O)O)N(C)C1CCCC1